C1(CCCCCC1)N1N=C(C=C1C)C 1-cycloheptyl-3,5-dimethyl-1H-pyrazole